methyl (3S,6S,10S,10aR)-6-amino-10-methyl-5-oxodecahydropyrrolo[1,2-a]azocine-3-carboxylate N[C@H]1CCC[C@@H]([C@@H]2N(C1=O)[C@@H](CC2)C(=O)OC)C